OC1(CCC=CCN2C(C3=CN=C(N=C3N2C=2C=CC=C1N2)SC)=O)C 16-hydroxy-16-methyl-5-methylsulfanyl-2,4,6,10,21-pentazatetracyclo[15.3.1.02,10.03,8]henicosa-1(21),3,5,7,12,17,19-heptaen-9-one